1-[5-chloro-3-(4-chlorophenyl)-2-(6-cyano-3-pyridyl)pyrazolo[1,5-a]pyrimidin-7-yl]-4-isopropoxy-piperidine-4-carboxamide ClC1=NC=2N(C(=C1)N1CCC(CC1)(C(=O)N)OC(C)C)N=C(C2C2=CC=C(C=C2)Cl)C=2C=NC(=CC2)C#N